(S)-1-(2-(4-(quinolin-6-yloxy)piperidin-1-yl)acetyl)pyrrolidine-2-carbonitrile N1=CC=CC2=CC(=CC=C12)OC1CCN(CC1)CC(=O)N1[C@@H](CCC1)C#N